ClC1=C(C=C(C=C1)F)C1=CCN(CC1)C(=O)OC(C)(C)C tert-butyl 4-(2-chloro-5-fluorophenyl)-5,6-dihydropyridine-1(2H)carboxylate